5,5,5-trifluoro-4-hydroxy-4-trifluoromethylpentane FC(C(CCC)(C(F)(F)F)O)(F)F